COCCN1CCN(CC1)C(=O)OCC(=O)N1[C@@H](C[C@H](C1)F)C(N[C@@H](C1=CC=CC=C1)C1=CC(=C(C=C1)C1CC1)F)=O 2-[(2S,4R)-2-{[(S)-(4-cyclopropyl-3-fluorophenyl)(phenyl)methyl] carbamoyl}-4-fluoropyrrolidin-1-yl]-2-oxoethyl 4-(2-methoxyethyl)piperazine-1-carboxylate